4-Cyclopentyl-3-[2-(methylsulfanyl)-5-[2-(triisopropylsilyl)ethynyl]pyrido[2,3-d]pyrimidin-7-yl]-1,3-oxazolidin-2-one C1(CCCC1)C1N(C(OC1)=O)C=1C=C(C2=C(N=C(N=C2)SC)N1)C#C[Si](C(C)C)(C(C)C)C(C)C